7-bromobenzo[d][1,3]Dioxole-5-carboxylic acid BrC1=CC(=CC2=C1OCO2)C(=O)O